ClC1=C(C=O)C=CC(=C1)OC1=NC(=CC=C1)C 2-chloro-4-((6-methylpyridin-2-yl)oxy)benzaldehyde